C([C@@H]([C@H]([C@H]([C@H](C=O)O)O)O)O)O L-(-)-talose